4-(2-(3-bromo-4-methoxyphenyl)propan-2-yl)thiazol-2-amine BrC=1C=C(C=CC1OC)C(C)(C)C=1N=C(SC1)N